Cl.COC(C[C@H](CN(CCCCC1=NC=2NCCCC2C=C1)C)C=1C=C(OCCOCCOCCOCCOCCC(=O)O)C=CC1)=O (S)-1-(3-(4-methoxy-1-(methyl(4-(5,6,7,8-tetrahydro-1,8-naphthyridin-2-yl)butyl)amino)-4-oxobutan-2-yl)phenoxy)-3,6,9,12-tetraoxapentadecan-15-oic acid hydrochloride